C(C)(C)(C)OC(=O)NCC1=C(N=NC(=C1)N1C=NC=C1)C(=O)NC1=C(C(=O)OC)C=C(C(=C1)F)F methyl 2-(4-(((tert-butoxycarbonyl) amino) methyl)-6-(1H-imidazol-1-yl) pyridazine-3-carboxamido)-4,5-difluorobenzoate